NC=1N=CN(C(C1C(=O)NC=1C=C(C=NC1)[C@@H](CC)NC(OC(C)(C)C)=O)=O)C1=C(C=C(C=C1C)COC)C tert-butyl (R)-(1-(5-(4-amino-1-(4-(methoxymethyl)-2,6-dimethylphenyl)-6-oxo-1,6-dihydropyrimidine-5-carboxamido)pyridin-3-yl)propyl)carbamate